CS(=O)(=O)C1=CC=C(C2=CC=CC=C12)N 4-methylsulfonyl-naphthalene-1-amine